(S)-4-(4-((benzyloxy)carbonyl)-2-methylpiperazin-1-yl)-2-chloro-5,7-dihydro-6H-pyrrolo[3,4-d]pyrimidine-6-carboxylic acid tert-butyl ester C(C)(C)(C)OC(=O)N1CC=2N=C(N=C(C2C1)N1[C@H](CN(CC1)C(=O)OCC1=CC=CC=C1)C)Cl